N-(1,1-dimethylethyl)dimethylsilanamide titanium (II) [Ti+2].CC(C)(C)N([Si](=O)C)C